CC1(OC2=C(C1)C=CC=C2OCC(=O)NN=CC2=CC=C(C=C2)F)C ((2,2-dimethyl-2,3-dihydrobenzofuran-7-yl)oxy)-N'-(4-fluorophenylmethylene)acetohydrazide